FC1(C(N=C(C2=CC=CC(=C12)F)C=1C=NC2=CC=CC=C2C1)(C)C)F 3-(4,4,5-trifluoro-3,3-dimethyl-3,4-dihydroisoquinolin-1-yl)quinoline